2-Ethyl-N'-(hydroxymethyl)-N-[4-[(E)-3-(4-hydroxyphenyl)prop-2-enoyl]phenyl]-2,4-dimethylpentanediamide C(C)C(C(=O)NC1=CC=C(C=C1)C(\C=C\C1=CC=C(C=C1)O)=O)(CC(C(=O)NCO)C)C